benzyl (R)-(1-(5-fluoro-2-hydroxyphenyl) ethyl)carbamate FC=1C=CC(=C(C1)[C@@H](C)NC(OCC1=CC=CC=C1)=O)O